2-Chloro-4-((3R)-8-(4-(4-((4-(3-((2,6-dioxo-piperidin-3-yl)amino)-phenyl)piperazin-1-yl)-methyl)piperidine-1-carbonyl)phenyl)-3-methyl-2,8-diazaspiro[4.5]decan-2-yl)benzonitrile ClC1=C(C#N)C=CC(=C1)N1CC2(C[C@H]1C)CCN(CC2)C2=CC=C(C=C2)C(=O)N2CCC(CC2)CN2CCN(CC2)C2=CC(=CC=C2)NC2C(NC(CC2)=O)=O